(E)-N-(2-(2-aminoethoxy)ethyl)-3-(2,5-dimethoxyphenyl)acrylamide NCCOCCNC(\C=C\C1=C(C=CC(=C1)OC)OC)=O